C(C1=CC=CC=C1)(=O)OC=1C(OC(C2=CC=CC=C2)=O)=CC(=CC1Br)CC=C 4-allyl-6-bromopyrocatechol dibenzoate